1-ethyl-4-fluoro-N-(6-(5-methyl-1,3,4-thiadiazol-2-yl)isoquinolin-3-yl)piperidine-4-carboxamide C(C)N1CCC(CC1)(C(=O)NC=1N=CC2=CC=C(C=C2C1)C=1SC(=NN1)C)F